hydroquinone disilicon [Si].[Si].C1(O)=CC=C(O)C=C1